Cl.CC1C(C1)NC=O 2-methylcyclopropylformamide hydrochloride